1-(3-(3-chlorophenyl)prop-2-yn-1-yl)-4-(5-(trifluoromethyl)-1,3,4-oxadiazol-2-yl)pyridin-2(1H)-one ClC=1C=C(C=CC1)C#CCN1C(C=C(C=C1)C=1OC(=NN1)C(F)(F)F)=O